2-chloro-4-[[5-[6-(dimethylamino)-2,5-difluoro-3-pyridyl]-1-methyl-imidazole-2-onyl]amino]benzoic acid ClC1=C(C(=O)O)C=CC(=C1)NC=1NC(N(C1C=1C(=NC(=C(C1)F)N(C)C)F)C)=O